ClC1=C2N(C(C(=N1)NCC1CCOCC1)=O)[C@@H](CC2)C(=O)OCC2=CC=CC=C2 Benzyl (S)-1-chloro-4-oxo-3-(((tetrahydro-2H-pyran-4-yl)methyl)amino)-4,6,7,8-tetrahydropyrrolo[1,2-a]pyrazine-6-carboxylate